succinyl-DL-aspartic acid C(CCC(=O)O)(=O)N[C@@H](CC(=O)O)C(=O)O |r|